7-(trifluoromethyl)-4-azaspiro[2.5]octan-7-ol hydrochloride Cl.FC(C1(CCNC2(CC2)C1)O)(F)F